C(CCCCC)OCC(COCCCCCC)O 1,3-Bis(hexyloxy)-2-propanol